(R or S)-N-((3-(2-(5-fluoro-thiophen-2-yl)ethyl)-1-(2-(6-methylpyridin-3-yl)propan-2-yl)pyrrolidin-3-yl)methyl)-4-methylbenzene-sulfonamide citrate C(CC(O)(C(=O)O)CC(=O)O)(=O)O.FC1=CC=C(S1)CC[C@@]1(CN(CC1)C(C)(C)C=1C=NC(=CC1)C)CNS(=O)(=O)C1=CC=C(C=C1)C |o1:21|